C[Si](C1=CCC(C=C1)C)(C)C trimethyl-(4-methyl-1,5-cyclohexadien-1-yl)silane